8-(6-((2-(3-azabicyclo[3.1.0]hexan-3-yl)-1,1-difluoroethoxy)methyl)pyridin-3-yl)-1-isopropyl-3-methyl-1H-imidazo[4,5-c]cinnolin-2(3H)-one C12CN(CC2C1)CC(OCC1=CC=C(C=N1)C1=CC=2C3=C(N=NC2C=C1)N(C(N3C(C)C)=O)C)(F)F